3,4-dichloro-2-(2-(octahydrocyclopenta[c]pyrrol-5-yl)imidazo[1,2-a]pyridin-7-yl)phenol ClC=1C(=C(C=CC1Cl)O)C1=CC=2N(C=C1)C=C(N2)C2CC1C(CNC1)C2